2-[[5-(4-fluorophenyl)-6-isopropyl-1H-pyrazolo[4,3-g]quinolin-7-yl]oxy]acetic acid FC1=CC=C(C=C1)C1=C(C(=NC2=CC3=C(C=C12)C=NN3)OCC(=O)O)C(C)C